C1(=CC=CC=C1)C=1NC2=C(N1)C=CC=C2 phenyl-benzo-imidazole